ClC1=C(C(=CC=C1)OC)CC(=O)N[C@H](C(=O)O)CCN(CCCCC1=NC=2NCCCC2C=C1)C[C@@H](CF)OC (S)-2-(2-(2-chloro-6-methoxyphenyl)acetamido)-4-(((S)-3-fluoro-2-methoxypropyl)(4-(5,6,7,8-tetrahydro-1,8-naphthyridin-2-yl)butyl)amino)butanoic acid